(S)-N-(7-amino-1-(dimethylamino)-2-oxohept-3-yl)cyclopentanecarboxamide NCCCC[C@@H](C(CN(C)C)=O)NC(=O)C1CCCC1